2-tert-butylaminomethylpyridine C(C)(C)(C)NCC1=NC=CC=C1